C1(CC1)N1C[C@H](OCC1)CNC1=C(C=C(C=C1)S(=O)(=O)NC(C1=C(C=CC=C1)OC=1C=C2C(=NC1)NC=C2)=O)[N+](=O)[O-] N-{[4-({[(2R)-4-cyclopropylmorpholin-2-yl]methyl}amino)-3-nitrophenyl]sulfonyl}-2-(1H-pyrrolo[2,3-b]pyridin-5-yloxy)benzamide